C(C)(C)(C)OC(NCCCC1=NC=2NCCCC2C=C1)=O (3-(5,6,7,8-tetrahydro-1,8-naphthyridin-2-yl)propyl)carbamic acid tert-butyl ester